5,6-DiHydroxyEicosatetraenoic Acid CCCCC/C=C\C/C=C\C/C=C\C/C(=C(\CCCC(=O)O)/O)/O